BrC1=CC=C(C=C1)[C@@H](C)N1N=CC2=C(C=CC(=C12)C(=O)OC)C#CC (R)-methyl 1-(1-(4-bromophenyl) ethyl)-4-(propan-1-yn-1-yl)-1H-indazole-7-carboxylate